OC1(COC1)C1=CC=C(C=C1)C(=O)N1CCC(CC1)COC1=CC=C(C=C1)C(F)(F)F (4-(3-hydroxyoxetan-3-yl)phenyl)(4-((4-(trifluoromethyl)phenoxy)methyl)piperidin-1-yl)methanone